4-[(4-cyano-2-pyridinyl)oxymethyl]piperidine-1-carboxylic acid tert-butyl ester C(C)(C)(C)OC(=O)N1CCC(CC1)COC1=NC=CC(=C1)C#N